C[C@H]1[C@H](CN(C1)C1=C2C=CC=NC2=C(N=C1)C)NC(CC1CCN(CC1)C)=O N-[(3R,4R)-4-methyl-1-(8-methyl-[1,7]naphthyridin-5-yl)-pyrrolidin-3-yl]-2-(1-methyl-piperidin-4-yl)-acetamide